3-[4-[5-(aminomethyl)-2-pyridyl]-5-cyclopropyl-isoxazol-3-yl]-1-isopropyl-pyrazolo[3,4-d]pyrimidin-4-amine NCC=1C=CC(=NC1)C=1C(=NOC1C1CC1)C1=NN(C2=NC=NC(=C21)N)C(C)C